N-(5-(2-(5-azaspiro[2.5]octan-5-yl)acetamido)-2-methylpyridin-3-yl)-2-(2-methoxypyridin-3-yl)pyrazolo[5,1-b]thiazole-7-carboxamide C1CC12CN(CCC2)CC(=O)NC=2C=C(C(=NC2)C)NC(=O)C=2C=NN1C2SC(=C1)C=1C(=NC=CC1)OC